(2-(cyclopentyl(methyl)amino)-2-oxoethyl)-1-(2-methylbenzofuro[3,2-d]pyrimidin-4-yl)pyrrolidine-2-carboxylic acid C1(CCCC1)N(C(CC1(N(CCC1)C=1C2=C(N=C(N1)C)C1=C(O2)C=CC=C1)C(=O)O)=O)C